N-methyl-N-(1-((4-(trifluoromethyl)cyclohexyl)oxy)-2,3-dihydro-1H-inden-5-yl)acrylamide CN(C(C=C)=O)C=1C=C2CCC(C2=CC1)OC1CCC(CC1)C(F)(F)F